BrC1=CC(=C(N)C=C1F)F 4-bromo-2,5-difluoro-aniline